tert-butyl N-cyclopropyl-N-[(3S)-1-{6-[2-(methoxymethoxy)-4-(6-methoxypyridazin-4-yl)phenyl]pyridazin-3-yl}pyrrolidin-3-yl]carbamate C1(CC1)N(C(OC(C)(C)C)=O)[C@@H]1CN(CC1)C=1N=NC(=CC1)C1=C(C=C(C=C1)C1=CN=NC(=C1)OC)OCOC